9,9',9''-(6-phenyl-4-(9-phenyl-9H-carbazol-3-yl)pyridine-2,3,5-triyl)tris(9H-carbazole-3,6-dicarbonitrile) C1(=CC=CC=C1)C1=C(C(=C(C(=N1)N1C2=CC=C(C=C2C=2C=C(C=CC12)C#N)C#N)N1C2=CC=C(C=C2C=2C=C(C=CC12)C#N)C#N)C=1C=CC=2N(C3=CC=CC=C3C2C1)C1=CC=CC=C1)N1C2=CC=C(C=C2C=2C=C(C=CC12)C#N)C#N